11-bromo-3-[2-chloro-6-(difluoromethoxy)phenyl]-10-fluoro-1,7-diazatricyclo[6.4.0.02,6]dodeca-2(6),7,9,11-tetraen-5-one BrC=1C(=CC2=NC=3C(CC(C3N2C1)C1=C(C=CC=C1OC(F)F)Cl)=O)F